O1CCN(CC1)C1CCN(CC1)C(=O)[O-] 4-morpholinopiperidine-1-carboxylate